C(C)(C)(C)OC(=O)N1[C@@H](CCC1)C(=O)N1C(CCC1)CC(C(=O)O)(C1=CC=CC=C1)C1=CC=CC=C1 3-(1-((tert-butoxycarbonyl)-L-prolyl)pyrrolidin-2-yl)-2,2-diphenylpropanoic acid